2-(4-(2-chloro-5-methoxy-4-nitrophenyl)piperazin-1-yl)ethan-1-ol ClC1=C(C=C(C(=C1)[N+](=O)[O-])OC)N1CCN(CC1)CCO